4-(5-Cyanobenzo[d]oxazol-2-yl)pyridinecarboxylic acid ethyl ester C(C)OC(=O)C1=NC=CC(=C1)C=1OC2=C(N1)C=C(C=C2)C#N